(R)-2-bromo-1-phenylethanol BrC[C@H](O)C1=CC=CC=C1